Cl.Cl.N1=CC(=CC=C1)C(CCCN)=O 4-(pyridin-3-yl)-4-oxo-butylamine dihydrochloride